O[C@@H]1C(=C([C@@H]([C@]1(C)O)O)C(CCC=CC)=O)C 1-((3R,4R,5S)-3,4,5-trihydroxy-2,4-dimethylcyclopent-1-en-1-yl)hex-4-en-1-one